((2S,6S)-4-(6-(6-(Difluoromethyl)imidazo[1,2-b]pyridazin-3-yl)pyrimidin-4-yl)-6-(trifluoromethyl)morpholin-2-yl)methanol FC(C=1C=CC=2N(N1)C(=CN2)C2=CC(=NC=N2)N2C[C@H](O[C@@H](C2)C(F)(F)F)CO)F